FC(C(=O)[O-])(F)F.C(C)OC(=O)C1=CC=C(C(=O)NC=2C=C(C=CC2)[NH3+])C=C1 3-(4-(ethoxycarbonyl)benzamido)benzenaminium 2,2,2-trifluoroacetate